ClC1=CC(=C(O[C@H](C(=O)OC)C)C=C1)C1=NOC(C1OCCCC)C1CC1 methyl (2S)-2-[4-chloro-2-(5-cyclopropyl-4-butoxy-4,5-dihydroisoxazol-3-yl)phenoxy]propanoate